C(C)OC1=C(C=C(C=C1)S(=O)(=O)N1CCC(CC1)CCCO[N+](=O)[O-])C=1NC(C2=C(N1)C(=CN2C)CCC)=O.C(CCCCC)C2(C(CCCC2)([SiH2]OCCCCCCCC)CCCCCC)CCCCCC tri-hexyl-cyclohexyl-(2-hexyl-ethoxy)silane 3-(1-((4-Ethoxy-3-(5-methyl-4-oxo-7-propyl-4,5-dihydro-3H-pyrrolo[3,2-d]pyrimidin-2-yl)phenyl)sulfonyl)piperidin-4-yl)propylnitrat